COC(=O)C1C2CC2CC(C1)O (±)-(trans)-4-hydroxybicyclo[4.1.0]heptane-2-carboxylic acid methyl ester